1,5-dihydro-4-hydroxy-2H-pyrrol-2-one OC1=CC(NC1)=O